2-(4-(cyclopropylsulfonyl)piperazine-1-carbonyl)phenyl acetate C(C)(=O)OC1=C(C=CC=C1)C(=O)N1CCN(CC1)S(=O)(=O)C1CC1